N-(4-((3-chloro-4-fluorophenyl)amino)-7-(((S)-tetrahydrofuran-3-yl)oxy)quinazolin-6-yl)-3-((2-(2,6-dioxopiperidin-3-yl)-1-oxoisoindolin-4-yl)thio)propanamide ClC=1C=C(C=CC1F)NC1=NC=NC2=CC(=C(C=C12)NC(CCSC1=C2CN(C(C2=CC=C1)=O)C1C(NC(CC1)=O)=O)=O)O[C@@H]1COCC1